COB1OC(C2=NC(=CC=C21)NC2=NC=C(C(=C2)N[C@H](CO)C2=CC=CC=C2)C2=NC(=NO2)C2=NC=CC=C2)(C)C (S)-2-((2-((1-methoxy-3,3-dimethyl-1,3-dihydro-[1,2]oxaborolo[4,3-b]pyridin-5-yl)amino)-5-(3-(pyridin-2-yl)-1,2,4-oxadiazol-5-yl)pyridin-4-yl)amino)-2-phenylethan-1-ol